(R)-N-(4-((2-(1,1-difluoroethyl)-6-methylpyrimidin-4-yl)amino)-5-(3-methoxy-2-methylpropyloxy)pyridin-2-yl)acetamide FC(C)(F)C1=NC(=CC(=N1)NC1=CC(=NC=C1OC[C@@H](COC)C)NC(C)=O)C